C(C=C)(=O)N1CCC(CC1)OC=1C=NC=CC1C1=CC(=C(CNC(=O)C=2N=NN(C2)C(C)(C)C)C=C1)C N-(4-(3-((1-acryloylpiperidin-4-yl)oxy)pyridin-4-yl)-2-methylbenzyl)-1-(tert-butyl)-1H-1,2,3-triazole-4-carboxamide